1-(pyridin-3-yl)propan N1=CC(=CC=C1)CCC